FC(C1=C(C=C(C=C1)[C@H]1CC2(CN(C2)C(=O)C2CC(C2)(C)O)CC1)C)F |r| (rac)-(6-(4-(difluoromethyl)-3-methylphenyl)-2-azaspiro[3.4]oct-2-yl)((1s,3s)-3-hydroxy-3-methylcyclobutyl)methanone